2-amino-N-((5-cyano-2-pyridinyl)methyl)-3-methyl-N-((1R)-1-(1-methyl-1H-1,2,4-triazol-3-yl)ethyl)-6-quinolinecarboxamide NC1=NC2=CC=C(C=C2C=C1C)C(=O)N([C@H](C)C1=NN(C=N1)C)CC1=NC=C(C=C1)C#N